COC1=CC=C(C=C1)S(=O)(=O)C1=CC=C(O1)C(=O)NCC1=NC=CN=C1 5-(4-methoxybenzene-1-sulfonyl)-N-[(pyrazin-2-yl)methyl]furan-2-carboxamide